3-(9-fluoro-5H-imidazo[5,1-a]isoindol-5-yl)tetrahydro-2H-pyran-4-ol FC=1C=CC=C2C(N3C(C12)=CN=C3)C3COCCC3O